(2-((5,6,7,8-tetrahydroimidazo[1,2-a]pyridin-7-yl)methoxy)pyridin-4-yl)methylamine N=1C=CN2C1CC(CC2)COC2=NC=CC(=C2)CN